4-{6-[2-(4-Chloro-6-fluoro-2-methyl-indol-1-yl)-ethylamino]-pyrimidin-4-yl}-2-isobutyl-benzoic acid ClC1=C2C=C(N(C2=CC(=C1)F)CCNC1=CC(=NC=N1)C1=CC(=C(C(=O)O)C=C1)CC(C)C)C